P(OC1=CC=CC=C1)(OC1=CC=CC=C1)OCC(CCCC)CC diphenyl (2-ethylhexyl) phosphite